FC1CC(N(C1)C(CN1C(N(C2=C1C=CC=C2)C)=O)=O)C(=O)NC(C2=CC=CC=C2)C2=CC(=C(C=C2)C2(CC2)C)F 4-fluoro-N-{[3-fluoro-4-(1-methylcyclopropyl)phenyl](phenyl)methyl}-1-[2-(3-methyl-2-oxo-2,3-dihydro-1H-1,3-benzodiazol-1-yl)acetyl]pyrrolidine-2-carboxamide